O=C1NC(CCC1N1C(C2=CC=C(C=C2C1)C(=O)N[C@H]1CCCC2=CC=CC=C12)=O)=O 2-(2,6-dioxopiperidin-3-yl)-1-oxo-N-[(S)-1,2,3,4-tetrahydronaphthalen-1-yl]isoindole-5-carboxamide